6-aminohexyl phosphate P(=O)(OCCCCCCN)([O-])[O-]